C(C)(=O)C1=NN(C2=CC=C(C=C12)C1=CC2=CC=CC=C2C=C1)CC(=O)N1[C@@H](CC1)C(=O)NC1=NC(=CC=C1)C (S)-1-(2-(3-acetyl-5-(naphthalen-2-yl)-1H-indazol-1-yl)acetyl)-N-(6-methylpyridin-2-yl)azetidine-2-carboxamide